O=C(CNC(=S)N/N=C(\C)/C1=NC=CC=C1)N/N=C(\C)/C1=NC=CC=C1 (E)-N-(2-oxo-2-(2-((E)-1-(pyridin-2-yl)ethylidene)hydrazinyl)ethyl)-2-(1-(pyridin-2-yl)ethylidene)hydrazine-1-carbothioamide